COC1=NN(C=C1NC1=NN(C2=CC=C(C=C12)C(C)(C)O)C(C)C)C 2-{3-[(3-methoxy-1-methyl-1H-pyrazol-4-yl)amino]-1-(propan-2-yl)-1H-indazol-5-yl}propan-2-ol